C(C)(=O)C=1C(=C(C(=C(C1)Cl)C)C1CCN(CC1)C(=O)OC(C)(C)C)OC tert-Butyl 4-(3-acetyl-5-chloro-2-methoxy-6-methylphenyl)piperidine-1-carboxylate